COC1=NC(=CC=C1NC(=O)C=1C(=NOC1C)C1=CC=CC=C1)C1=CN=C2N1CCN(C2)C N-(2-Methoxy-6-(7-methyl-5,6,7,8-tetrahydroimidazolo[1,2-a]pyrazin-3-yl)pyridin-3-yl)-5-methyl-3-phenylisoxazole-4-carboxamide